(2E)-2-[2-[[(E)-[4-fluoro-2-(trifluoromethyl)phenyl]methyleneamino]oxymethyl]-3-methyl-phenyl]-2-methoxyimino-acetic acid methyl ester COC(/C(=N/OC)/C1=C(C(=CC=C1)C)CO/N=C/C1=C(C=C(C=C1)F)C(F)(F)F)=O